Hexane-3-yl-methanol CCC(CCC)CO